tert-Butyl N-[5-[[2-[(2S,5R)-2-(4-aminophenyl)-5-methyl-1-piperidyl]-2-oxo-acetyl]amino]-3-methyl-2-pyridyl]carbamate NC1=CC=C(C=C1)[C@H]1N(C[C@@H](CC1)C)C(C(=O)NC=1C=C(C(=NC1)NC(OC(C)(C)C)=O)C)=O